NC1(C(C2=C(C=C(C=C2C=C1)S(=O)(=O)O)O)O)S(=O)(=O)O 2-amino-1,8-dihydroxy-naphthalen-2,6-disulfonic acid